C(C)(C)(C)OC(=O)N1CC(CC1)=O N-tert-butyloxycarbonyl-(R)-3-pyrrolidone